(Racemic)-N-((2-(6-(2-methyl-1-oxidothiomorpholino)pyridin-2-yl)-1,6-naphthyridin-7-yl)methyl)-5-(methylsulfonyl)nicotinamide CC1S(CCN(C1)C1=CC=CC(=N1)C1=NC2=CC(=NC=C2C=C1)CNC(C1=CN=CC(=C1)S(=O)(=O)C)=O)=O